(R)-6-morpholino-N-(1-(pyrimidin-5-yl)piperidin-3-yl)pyrimidin-4-amine O1CCN(CC1)C1=CC(=NC=N1)N[C@H]1CN(CCC1)C=1C=NC=NC1